C(C)(C)C1=C(C=C(C=C1)C)N1/C(/SCC1=O)=N/C(OCCC1=CC=C(C=C1)C1=NN(C=N1)C1=CC=C(C=C1)OC(F)(F)F)=O 4-(1-(4-(trifluoromethoxy)phenyl)-1H-1,2,4-triazol-3-yl)phenethyl (Z)-(3-(2-isopropyl-5-methylphenyl)-4-oxothiazolidin-2-ylidene)carbamate